hydroxyzinc O[Zn]